(2,4,6-trimethylbenzoyl)-diphenyl-phosphine oxide CC1=C(C(=O)P(C2=CC=CC=C2)(C2=CC=CC=C2)=O)C(=CC(=C1)C)C